CC(C(=O)OCC(C)(C1=CC(=CC=C1)OC(F)(F)F)NC(NC1=C(C=CC=C1CN1C(OC=C1)=N)N)=S)(C)C 2-[({2-amino-6-[(2-imino-2,3-dihydro-1,3-oxazol-3-yl)methyl]phenyl}carbamothioyl)amino]-2-[3-(trifluoromethoxy)phenyl]propyl 2,2-dimethylpropanoate